CC(CCC(=O)OC)C=O Methyl 4-methyl-5-oxopentanoate